benzyl (3S,5R)-4-(2-((5-((methoxycarbonyl)amino)pyridin-2-yl)oxy)ethyl)-3,5-dimethylpiperazine-1-carboxylate COC(=O)NC=1C=CC(=NC1)OCCN1[C@H](CN(C[C@H]1C)C(=O)OCC1=CC=CC=C1)C